C1(CC1)N1C=C(C(C2=CC(=C(C(=C12)OC)C1=CC=C(C=C1)S(NCCO)(=O)=O)F)=O)C(=O)OCC ethyl 1-cyclopropyl-6-fluoro-7-(4-(N-(2-hydroxyethyl) sulfamoyl) phenyl)-8-methoxy-4-oxo-1,4-dihydroquinoline-3-carboxylate